CC(C)(C)OC(=O)N[C@H]1CC[C@@H](C1)N tert-butyl N-[(1S,3S)-3-aminocyclopentyl]carbamate